ClC=1C(=NC=C(C1)C(F)(F)F)N1CCC2(OCCO2)CC1 8-(3-chloro-5-(trifluoromethyl)pyridin-2-yl)-1,4-dioxa-8-azaspiro[4.5]decane